tert-butyl (S)-3-(2-((tert-butoxycarbonyl)-amino)-2-methylpropyl)-2-oxopyrrolidine-1-carboxylate C(C)(C)(C)OC(=O)NC(C[C@H]1C(N(CC1)C(=O)OC(C)(C)C)=O)(C)C